N1C=CC2=CC=C(C=C12)NC(C(CC(C)C)N1C(C2=CC=CC=C2C1)=O)=O N-(1H-indol-6-yl)-4-methyl-2-(1-oxoisoindol-2-yl)valeramide